C(C)N(CC(=O)O)CCO 2-[ETHYL(2-HYDROXYETHYL)AMINO]ACETIC ACID